dihexadecyldiiodosilane C(CCCCCCCCCCCCCCC)[Si](I)(I)CCCCCCCCCCCCCCCC